(S)-N-((R)-1-(6-aminopyridin-3-yl)ethyl)-3-((3-methyl-5-(trifluoromethyl)benzyl)amino)-4-oxo-4,6,7,8-tetrahydro-pyrrolo[1,2-a]pyrimidine-6-carboxamide NC1=CC=C(C=N1)[C@@H](C)NC(=O)[C@@H]1CCC=2N1C(C(=CN2)NCC2=CC(=CC(=C2)C(F)(F)F)C)=O